tert-Butyl 4-(4-chloro-3-fluorobenzylidene)piperidine-1-carboxylate ClC1=C(C=C(C=C2CCN(CC2)C(=O)OC(C)(C)C)C=C1)F